dimethoxydibutyltin CO[Sn](CCCC)(CCCC)OC